4-amino-N-ethyl-1-methyl-N-((3S)-6-(trifluoromethyl)-2,3-dihydro-1-benzofuran-3-yl)-1H-pyrazolo[4,3-c]quinoline-8-carboxamide NC1=NC=2C=CC(=CC2C2=C1C=NN2C)C(=O)N([C@@H]2COC1=C2C=CC(=C1)C(F)(F)F)CC